C(C1=CC=CC=C1)(=O)OCC1CC=2C(=NC=3N(C2NC2CC(C2)NC(=O)OC(C)(C)C)N=CC3)C13CC3 (8-(((1R,3R)-3-((tert-butoxycarbonyl)amino)cyclobutyl)amino)-6,7-dihydrospiro[cyclopenta[d]pyrazolo[1,5-a]pyrimidine-5,1'-cyclopropan]-6-yl)methyl benzoate